N1(CCCCC1)CCCNC1=NC=NC=2NC3=CC(=CC=C3C21)C(=O)OC Methyl 4-((3-(piperidin-1-yl)propyl)amino)-9H-pyrimido[4,5-b]indole-7-carboxylate